C(C1=CC=CC=C1)C1=C(C2=C(N(C(N(C2=O)C2=CC=C(C=C2)C)=O)C2=CC=C(C=C2)C)N(C1=O)C)O 6-benzyl-5-hydroxy-8-methyl-1,3-bis(4-methylphenyl)pyrido[2,3-d]pyrimidine-2,4,7(1H,3H,8H)-trione